ethyl (3S)-3-amino-3-[4-fluoro-2'-hydroxy-5,6'-bis(trifluoromethyl)-[1,1'-biphenyl]-3-yl]propanoate N[C@@H](CC(=O)OCC)C=1C=C(C=C(C1F)C(F)(F)F)C1=C(C=CC=C1C(F)(F)F)O